C=CC(=O)C1=CC=CC=C1 methyleneacetophenone